tert-butyl (2S)-2-(3-hydroxypropoxymethyl)pyrrolidine-1-carboxylate OCCCOC[C@H]1N(CCC1)C(=O)OC(C)(C)C